COC1=C(C(=CC(=C1)C(F)(F)F)C)B1OC(C(O1)(C)C)(C)C (rac)-2-(2-methoxy-6-methyl-4-(trifluoromethyl)phenyl)-4,4,5,5-tetramethyl-1,3,2-dioxaborolane